N-(1-(1-(3-amino-6-(2-hydroxyphenyl)pyridazin-4-yl)-4-phenylpiperidine-4-carbonyl)piperidin-4-yl)-1-(2-(2,6-dioxopiperidin-3-yl)-1,3-dioxoisoindolin-5-yl)piperidine-4-carboxamide NC=1N=NC(=CC1N1CCC(CC1)(C(=O)N1CCC(CC1)NC(=O)C1CCN(CC1)C=1C=C2C(N(C(C2=CC1)=O)C1C(NC(CC1)=O)=O)=O)C1=CC=CC=C1)C1=C(C=CC=C1)O